NC1=CC=C(C=N1)N1C(NC(CC1)=O)=O 1-(6-aminopyridin-3-yl)dihydropyrimidine-2,4(1H,3H)-dione